(S)-4-(4-bromophenyl)-2-(hydroxymethyl)piperazine-1-carboxylic acid tert-butyl ester C(C)(C)(C)OC(=O)N1[C@@H](CN(CC1)C1=CC=C(C=C1)Br)CO